tert-butyl-rel-(1R,5S)-7-oxo-1-({[(1s,4s)-4-(2-{[3-ethoxy-3-oxoprop-1-en-1-yl]oxy}phenyl)cyclohexyl] oxy}methyl)-9-oxa-2,6-diazaspiro[4.5]decane-2-carboxylate C(C)(C)(C)OC(=O)N1[C@H]([C@]2(CC1)NC(COC2)=O)COC2CCC(CC2)C2=C(C=CC=C2)OC=CC(=O)OCC |o1:8,9|